Cl.BrC=1C=C(C=CC1)C1NCCOC1 3-(3-bromophenyl)morpholine hydrochloride